(S)-2-(4-(2-cyanophenyl)indoline-1-carbonyl)pyrrolidine C(#N)C1=C(C=CC=C1)C1=C2CCN(C2=CC=C1)C(=O)[C@H]1NCCC1